[2-(2,6-dioxopiperidin-3-yl)-3-oxo-4-[(3R)-oxolan-3-yloxy]-2,3-dihydro-1H-isoindol-5-yl]methyl N-[4-(2,3-difluorophenoxy)phenyl]carbamate FC1=C(OC2=CC=C(C=C2)NC(OCC=2C(=C3C(N(CC3=CC2)C2C(NC(CC2)=O)=O)=O)O[C@H]2COCC2)=O)C=CC=C1F